(5-bromo-1H-pyrrolo[2,3-b]pyridin-3-yl)-methanone BrC=1C=C2C(=NC1)NC=C2C=O